CC1=CN=CC(=N1)C(CN)N 6-methylpyrazin-2-yl-ethane-1,2-diamine